FC=1C=C(C=CC1OC)C(CC(=O)OC(C)(C)C)C1=NN(C(=C1)CCCC1(OCCO1)C)COCC[Si](C)(C)C tert-Butyl 3-(3-fluoro-4-methoxyphenyl)-3-(5-(3-(2-methyl-1,3-dioxolan-2-yl)propyl)-1-((2-(trimethylsilyl)ethoxy)methyl)-1H-pyrazol-3-yl)propanoate